N-[[4-[6-[6-(difluoromethyl)imidazo[1,2-b]pyridazin-3-yl]pyrimidin-4-yl]-3-methyl-piperazin-2-yl]methyl]methanesulfonamide FC(C=1C=CC=2N(N1)C(=CN2)C2=CC(=NC=N2)N2C(C(NCC2)CNS(=O)(=O)C)C)F